2-bromo-N-(5-phenoxypyrazin-2-yl)propanamide BrC(C(=O)NC1=NC=C(N=C1)OC1=CC=CC=C1)C